C(C)(=O)NC1=C(C=CC=C1)C1=C(N=C(O1)C1=CC=C(C=C1)C(F)(F)F)C(=O)NCCN(C)C (2-acetamidophenyl)-N-(2-(dimethylamino)ethyl)-2-(4-(trifluoromethyl)phenyl)oxazole-4-carboxamide